C(C)(C)C(C(=O)OCC)(CC(=O)OCC)C(C)C diethyl 2,2-diisopropyl-succinate